CC(CCOCCC(C)C)C di(3-methylbutyl) ether